NC=1N(C2=C3C(C=C(NC(C13)=O)C1=NC=CC=C1)=NC=N2)C2=C(C(=CC=C2C)OC)C 1-amino-2-(3-methoxy-2,6-dimethylphenyl)-7-(pyridin-2-yl)-2,8-dihydro-9H-2,3,5,8-tetraazabenzo[cd]azulen-9-one